2-amino-N-[(1S,2S)-2-({4-[3,3-dimethyl-1-(4-methylpiperazin-1-yl)-2,3-dihydro-1H-inden-5-yl]phenyl}methoxy)cyclopentyl]-5-(1-methyl-1H-pyrazol-4-yl)pyridine-3-carboxamide NC1=NC=C(C=C1C(=O)N[C@@H]1[C@H](CCC1)OCC1=CC=C(C=C1)C=1C=C2C(CC(C2=CC1)N1CCN(CC1)C)(C)C)C=1C=NN(C1)C